ClC=1C=C(C=C(C1)Cl)C=1C=C2CCC(C(C2=CC1)NC(O[C@@H]1CN2CCC1CC2)=O)(C)C (S)-quinuclidin-3-yl (6-(3,5-dichlorophenyl)-2,2-dimethyl-1,2,3,4-tetrahydronaphthalen-1-yl)carbamate